3,4,3',5-tetrachlorobiphenyl ClC=1C=C(C=C(C1Cl)Cl)C1=CC(=CC=C1)Cl